NC1=C(C(=O)OC)C=C(C=C1Br)Cl methyl 2-amino-3-bromo-5-chlorobenzoate